1-{5-fluoro-2-[3-(4-morpholin-4-yl-piperidin-1-yl)-phenylamino]-pyrimidin-4-yl}-1H-indole-3-carboxylic acid amide FC=1C(=NC(=NC1)NC1=CC(=CC=C1)N1CCC(CC1)N1CCOCC1)N1C=C(C2=CC=CC=C12)C(=O)N